C12N(CC(NC1)CC2)C2=NC=1CCN(CC1C=C2)C(CC2CCCC2)=O 1-(2-(2,5-diazabicyclo[2.2.2]octan-2-yl)-7,8-dihydro-1,6-naphthyridin-6(5H)-yl)-2-cyclopentylethan-1-one